FC(C(=NO)C1=C(C=C(C=C1C)C)C)(F)F 2,2,2-trifluoro-1-(2,4,6-trimethylphenyl)-ethanone oxime